N-((1r,4r)-4-(3-aminopropanamido)cyclohexyl)-3,7-dimethyl-1H-indole NCCC(=O)NC1CCC(CC1)N1C=C(C2=CC=CC(=C12)C)C